FC1(CCC(CC1)NC=1N=CC2=C(N1)NC=C2C=2C=C(C=1N(C2)C(=CN1)C)F)F N-(4,4-Difluorocyclohexyl)-5-(8-fluoro-3-methylimidazo[1,2-a]pyridin-6-yl)-7H-pyrrolo[2,3-d]pyrimidin-2-amine